N4-(2-(isopropylsulfonyl)phenyl)-5-methyl-N2-(1-(1-methylpiperidin-4-yl)-1H-pyrazol-4-yl)thieno[2,3-d]pyrimidine-2,4-diamine C(C)(C)S(=O)(=O)C1=C(C=CC=C1)NC=1C2=C(N=C(N1)NC=1C=NN(C1)C1CCN(CC1)C)SC=C2C